2-(4-(1,3-dioxan-2-yl)phenyl)-5-(6-chloropyridin-3-yl)thiazole O1C(OCCC1)C1=CC=C(C=C1)C=1SC(=CN1)C=1C=NC(=CC1)Cl